(4R-cis)-6-hydroxymethyl-2,2-dimethyl-1,3-dioxane-4-acetate OC[C@@H]1C[C@@H](OC(O1)(C)C)CC(=O)[O-]